O=C1NCC2=CC=CC=C12 1-oxo-3H-isoindol